O=C1C(O)=C(O)[C@H](O1)[C@@H](O)CO Z-ascorbic acid